trans-(6-(cyclobutylamino)-2-phenoxypyrimidin-4-yl)(4-(3,4-dihydroisoquinolin-2(1H)-yl)-3-hydroxypiperidin-1-yl)methanone C1(CCC1)NC1=CC(=NC(=N1)OC1=CC=CC=C1)C(=O)N1C[C@H]([C@@H](CC1)N1CC2=CC=CC=C2CC1)O